ClC1=NC=C2C(=CN=C(C2=C1)C(C)C)N1[C@@H]([C@H](C1)O)C (2R,3S)-1-(7-chloro-1-isopropyl-2,6-naphthyridin-4-yl)-2-methylazetidin-3-ol